1,2,3-Trihydroxybenzol OC1=C(C(=CC=C1)O)O